2-Amino-5-chloro-6-fluoro-3-nitrobenzoic acid ethyl ester C(C)OC(C1=C(C(=CC(=C1F)Cl)[N+](=O)[O-])N)=O